N1N=NN=C1C1=C(C=CC=C1)N1CC2(CN(C2)C(CCCC)=O)C1 1-(6-(2-(1H-Tetrazol-5-yl)phenyl)-2,6-diazaspiro[3.3]heptan-2-yl)pentan-1-one